FC1(CCN(CC1)C=1N=C(C=C2C=CC=NC12)NC(C1=C(C=C(C=C1)[N+](=O)[O-])F)=O)F N-(8-(4,4-difluoropiperidin-1-yl)-1,7-naphthyridin-6-yl)-2-fluoro-4-nitrobenzamide